(R)-N-(3-(2-((2-fluoro-3-(methylsulfonyl)phenyl)amino)-5-methylpyrimidin-4-yl)-1H-indol-7-yl)-3-methoxy-2-(4-methylpiperazin-1-yl)propionamide FC1=C(C=CC=C1S(=O)(=O)C)NC1=NC=C(C(=N1)C1=CNC2=C(C=CC=C12)NC([C@@H](COC)N1CCN(CC1)C)=O)C